N-(2-methoxy-4-(2,2-diphenylacetamido)phenyl)-3-chlorobenzamide COC1=C(C=CC(=C1)NC(C(C1=CC=CC=C1)C1=CC=CC=C1)=O)NC(C1=CC(=CC=C1)Cl)=O